Methyl (1S,3S)-3-((6-(5-(((2-isobutyl-2H-tetrazol-5-yl)amino)methyl)-1-methyl-1H-1,2,3-triazol-4-yl)-2-methylpyridin-3-yl)oxy)cyclohexane-1-carboxylate C(C(C)C)N1N=C(N=N1)NCC1=C(N=NN1C)C1=CC=C(C(=N1)C)O[C@@H]1C[C@H](CCC1)C(=O)OC